2'-acetyl-5'-methoxy-6-methyl-(4,4'-bipyridine)-3-carboxylic Acid C(C)(=O)C1=NC=C(C(=C1)C1=C(C=NC(=C1)C)C(=O)O)OC